1-(2,2-difluorocyclopropyl)-3-(5-((R)-2-(2,5-difluorophenyl)-4,4-difluoropyrrolidin-1-yl)-2-fluoropyrazolo[1,5-a]pyrimidin-3-yl)thiourea FC1(C(C1)NC(=S)NC=1C(=NN2C1N=C(C=C2)N2[C@H](CC(C2)(F)F)C2=C(C=CC(=C2)F)F)F)F